COC1=CC=CC=2C=3N(C(=NC12)N)N=C(C3)CC3=C(C=CC=C3)CN3CCCC3 7-methoxy-2-(2-(pyrrolidin-1-ylmethyl)benzyl)pyrazolo[1,5-c]quinazolin-5-amine